CN1C(=NC=C1C(C)N(S(=O)(=O)C)C=1C=NC2=CC(=NC(=C2C1)OC1CCC(CC1)NC1=NC=C(C=N1)OC1CN(CC1)C)N1CCOCC1)[N+](=O)[O-] N-[1-(3-methyl-2-nitro-imidazol-4-yl)ethyl]-N-[5-[4-[[5-(1-methylpyrrolidin-3-yl)oxypyrimidin-2-yl]amino]cyclohexoxy]-7-morpholino-1,6-naphthyridin-3-yl]methanesulfonamide